2,4-bis(trichloromethyl)-6-(3,4-bis(methoxy)phenyl)-triazine ClC(N1NC(=CC(=N1)C(Cl)(Cl)Cl)C1=CC(=C(C=C1)OC)OC)(Cl)Cl